naphthalic anhydrid C1(=CC=CC2=CC=CC=C12)C(=O)OC(=O)C1=CC=CC2=CC=CC=C12